(S)-(3-(3-fluoro-4-methylphenyl)-3-(1,2,4-thiadiazol-5-yl)pyrrolidin-1-yl)(5-methyl-1H-indazol-3-yl)methanone FC=1C=C(C=CC1C)[C@@]1(CN(CC1)C(=O)C1=NNC2=CC=C(C=C12)C)C1=NC=NS1